FC=1C=C2C(N(C=NC2=CC1C1=NC=C(C=N1)OCCO)CCC[C@H](C)NC=1C=NNC(C1C(F)(F)F)=O)=O 6-fluoro-7-[5-(2-hydroxyethoxy)pyrimidin-2-yl]-3-[(4S)-4-[[6-oxo-5-(trifluoromethyl)-1H-pyridazin-4-yl]amino]pentyl]quinazolin-4-one